tert-butyl (2R,3S,4S)-4-[(tert-butoxycarbonyl)oxy]-3-({[5-(methoxymethyl)-1,3,4-thiadiazol-2-yl]carbamoyl}oxy)-2-[(4-methoxyphenyl)methyl]pyrrolidine-1-carboxylate C(C)(C)(C)OC(=O)O[C@@H]1[C@H]([C@H](N(C1)C(=O)OC(C)(C)C)CC1=CC=C(C=C1)OC)OC(NC=1SC(=NN1)COC)=O